C(=C)[SiH2]OCCCCCCCCCCCC(OC)OC Vinyldimethoxylauryl-oxysilan